CS(=O)(=O)C1=C(C=C(C=C1)B1OC(C(O1)(C)C)(C)C)O 2-(methylsulfonyl)-5-(4,4,5,5-tetramethyl-1,3,2-dioxaborol-2-yl)phenol